FC(C(=O)O)(F)F.FC(C(=O)O)(F)F.N[C@@H](C(=O)N[C@H](C(=O)NCC1=C(C=C(C=C1)C(N)=N)OC)C)CCC1=CC=CC=C1 (R)-2-amino-N-((S)-1-((4-carbamimidoyl-2-methoxybenzyl)amino)-1-oxopropan-2-yl)-4-phenylbutanamide Di-trifluoroacetate salt